FC1=C(C(=O)NCC(=O)N2N=CC[C@H]2C(=O)OC(C)(C)C)C=CC=C1OC1=CC=C(C=C1)C tert-butyl (S)-1-((2-fluoro-3-(p-tolyloxy)benzoyl)glycyl)-4,5-dihydro-1H-pyrazole-5-carboxylate